(R)-2,6-di-tert-butoxycarbonyl-aminocaproic acid C(C)(C)(C)OC(=O)[C@](C(=O)O)(CCCCC(=O)OC(C)(C)C)N